FC1=C(C=CC=C1)S(=O)(=O)NC=1N=CSC1 2-fluoro-N-(thiazol-4-yl)benzenesulfonamide